FC(S(=O)(=O)OC=1CCN(CC1)C1CC2(C1)CC(C2)O[Si](C)(C)C(C)(C)C)(F)F 1-(6-((tert-butyldimethylsilyl)oxy)spiro[3.3]heptan-2-yl)-1,2,3,6-tetrahydropyridin-4-yl trifluoromethanesulfonate